1-((1-((2-(3,5-dichlorophenyl)-6-((6-(4-(3-(methylsulfonyl)butyl)piperazin-1-yl)pyridin-3-yl)oxy)pyridin-4-yl)methyl)piperidin-4-yl)methyl)-3-methylurea ClC=1C=C(C=C(C1)Cl)C1=NC(=CC(=C1)CN1CCC(CC1)CNC(=O)NC)OC=1C=NC(=CC1)N1CCN(CC1)CCC(C)S(=O)(=O)C